4-carboxyphenyl 2-acetamido-2-deoxy-β-D-glucopyranoside C(C)(=O)N[C@H]1[C@H](OC2=CC=C(C=C2)C(=O)O)O[C@@H]([C@H]([C@@H]1O)O)CO